6-chloro-1-tetrahydropyran-4-yl-N-(2,4,6-trifluorophenyl)pyrazolo[3,4-d]pyrimidin-3-amine ClC1=NC=C2C(=N1)N(N=C2NC2=C(C=C(C=C2F)F)F)C2CCOCC2